CC1(NC(CC2=CC=CC=C12)C(=O)O)C 1,2,3,4-tetrahydro-1,1-dimethyl-3-isoquinolinecarboxylic acid